NCCC12CN(C(C1)C2)C(=O)OC(C)(C)C tert-butyl 4-(2-aminoethyl)-2-azabicyclo[2.1.1]hexane-2-carboxylate